4-((3-(4-methoxyphenyl)imidazo[1,2-a]pyrazin-8-yl)amino)-2-methyl-N-(2-(methyl-amino)-2-oxoethyl)benzamide COC1=CC=C(C=C1)C1=CN=C2N1C=CN=C2NC2=CC(=C(C(=O)NCC(=O)NC)C=C2)C